5-((4-(4-((1-(4-(2,4-dioxotetrahydropyrimidin-1(2H)-yl)-3-methoxyphenyl)piperidin-4-yl)Methyl)piperazin-1-yl)-3-fluorophenyl)amino)-3-(piperidin-1-yl)-1,2,4-triazine-6-carboxamide O=C1N(CCC(N1)=O)C1=C(C=C(C=C1)N1CCC(CC1)CN1CCN(CC1)C1=C(C=C(C=C1)NC=1N=C(N=NC1C(=O)N)N1CCCCC1)F)OC